N-[(1R)-3-[4-(tert-butylcarbamoyl)phenoxy]-1-methyl-2-oxo-propyl]carbamic acid tert-butyl ester C(C)(C)(C)OC(N[C@@H](C(COC1=CC=C(C=C1)C(NC(C)(C)C)=O)=O)C)=O